N-(1-((2S,4R,5R)-3,3-difluoro-4-hydroxy-5-(hydroxymethyl)tetrahydrofuran-2-yl)-2-oxo-1,2-dihydropyrimidin-4-yl)-2-propylpentanamide FC1([C@H](O[C@@H]([C@H]1O)CO)N1C(N=C(C=C1)NC(C(CCC)CCC)=O)=O)F